N1CC(CCC1)C=N (piperidin-3-yl)methanimine